COC1=NC(=CC=C1N1CC2(CC1=O)CCN(CC2)C(=O)OC(C)(C)C)C(F)(F)F tert-butyl 2-(2-methoxy-6-(trifluoromethyl)pyridin-3-yl)-3-oxo-2,8-diazaspiro[4.5]decane-8-carboxylate